[Li+].O[Si](O)(O)CCCNCCCS(=O)(=O)[O-] N-Trihydroxysilylpropyl-AminoPropyl-Sulfonic Acid Lithium Salt